2-(isoindolin-2-yl)-3,6-dimethyl-8-(1-((2-(2,2,2-trifluoro-1-hydroxyethyl)phenyl)amino)ethyl)quinazolin-4(3H)-one C1N(CC2=CC=CC=C12)C1=NC2=C(C=C(C=C2C(N1C)=O)C)C(C)NC1=C(C=CC=C1)C(C(F)(F)F)O